1-[2-(difluoromethyl)-4-methyl-5,7-dihydro-6H-pyrrolo[3,4-b]pyridin-6-yl]-2-[(1R,2S)-2-(6-methylpyridin-3-yl)cyclopropyl]ethanone FC(C1=CC(=C2C(=N1)CN(C2)C(C[C@@H]2[C@H](C2)C=2C=NC(=CC2)C)=O)C)F